P1(CC=CC1)=O 2,5-dihydro-phosphole 1-oxide